COC(C1=C(C=CC(=C1)S(NC1=C(C=C(C=C1)CC)CCC(CC)O)(=O)=O)O)=O 5-(N-(4-ethyl-2-(3-hydroxypentyl)phenyl)sulfamoyl)-2-hydroxybenzoic acid methyl ester